1-((4-[5-(trifluoromethyl)-1,2,4-oxadiazol-3-yl]phenyl)methyl)pyrrolidin-2-one FC(C1=NC(=NO1)C1=CC=C(C=C1)CN1C(CCC1)=O)(F)F